8-chloro-9-ethoxy-2-(propan-2-yl)-5H,10H-benzo[b]1,8-naphthyridin-5-one ClC=1C=CC2=C(NC=3N=C(C=CC3C2=O)C(C)C)C1OCC